calcium arginine N[C@@H](CCCNC(N)=N)C(=O)O.[Ca]